benzo[1,2-B:3,4-B':5,6-B'']trithiophene-2,5,8-tricarboxylic acid S1C2=C(C=C1C(=O)O)C=1SC(=CC1C=1SC(=CC12)C(=O)O)C(=O)O